C12CNC(C2C1)=O 3-azabicyclo[3.1.0]hexane-4-one